tert-butyl 4-((S)-4-((benzyloxy)carbonyl)-3-(cyanomethyl)piperazin-1-yl)-2-((R)-1-(pyridin-4-yl)ethoxy)-5,7-dihydro-6H-pyrrolo[3,4-d]pyrimidine-6-carboxylate C(C1=CC=CC=C1)OC(=O)N1[C@H](CN(CC1)C=1C2=C(N=C(N1)O[C@H](C)C1=CC=NC=C1)CN(C2)C(=O)OC(C)(C)C)CC#N